3-methyl-1-(2-(m-chlorophenylethynyl)phenyl)but-2-en-1-ol CC(=CC(O)C1=C(C=CC=C1)C#CC1=CC(=CC=C1)Cl)C